N-((5-(tert-butyl)-2-methoxyphenyl)sulfonyl)-5-(4-fluoro-1H-pyrazol-1-yl)quinoline-2-carboxamide C(C)(C)(C)C=1C=CC(=C(C1)S(=O)(=O)NC(=O)C1=NC2=CC=CC(=C2C=C1)N1N=CC(=C1)F)OC